FC(OC1=CC=CC=2C(N(C3C=4N(C(C21)C3)C3=C(N4)C=CC=C3)C([2H])([2H])[2H])=O)F 1-(difluoromethoxy)-6-(methyl-d3)-6,7-dihydro-7,14-methanobenzo[f]benzo[4,5]imidazo[1,2-a][1,4]diazocin-5(14H)-one